Nepsilon-Boc-lysine methyl ester COC([C@@H](N)CCCCNC(=O)OC(C)(C)C)=O